C1(CC1)C1=NC=CC(=C1)C1=NSC(=N1)[C@@H](C)NC(C1=CC=CC=C1)=O (R)-N-(1-(3-(2-cyclopropylpyridin-4-yl)-1,2,4-thiadiazol-5-yl)ethyl)benzamide